2,5-bis(cumyl-peroxy)-2,5-dimethylhexane C(C)(C)(C1=CC=CC=C1)OOC(C)(CCC(C)(C)OOC(C)(C)C1=CC=CC=C1)C